C(C)(C)(C)OC(N(C)C1CC2(C1)CC(C2)O)=O (±)-(6-Hydroxy-spiro[3.3]hept-2-yl)(methyl)carbamic acid tert-butyl ester